C([2H])([2H])([2H])NC=1C=2N(N=CC1)C(=CN2)C(=O)N 8-((methyl-d3)Amino)imidazo[1,2-b]Pyridazine-3-carboxamide